1-methyl-3-[[2-(methylamino)phenyl]methyl]-7-[4-(4-methylpiperazin-1-yl)anilino]-4H-pyrimido[4,5-d]pyrimidin-2-one CN1C(N(CC=2C1=NC(=NC2)NC2=CC=C(C=C2)N2CCN(CC2)C)CC2=C(C=CC=C2)NC)=O